The molecule is a 2,3-diacyl-sn-glycerol where oleoyl and arachidonoyl form the 2- and 3-acyl groups respectively. It is a 1-arachidonoyl-2-oleoylglycerol and a 2,3-diacyl-sn-glycerol. It is an enantiomer of a 1-arachidonoyl-2-oleoyl-sn-glycerol. CCCCCCCC/C=C\\CCCCCCCC(=O)O[C@H](CO)COC(=O)CCC/C=C\\C/C=C\\C/C=C\\C/C=C\\CCCCC